3-(6-bromo-2-oxo-pyrrolo[2,3,4-ij]isoquinolin-1(2H)-yl)piperidine-2,6-dione BrC1=C2C=CN=C3C2=C(C=C1)N(C3=O)C3C(NC(CC3)=O)=O